(2R,4aS,6R,7R,7aR)-6-(6-butyramido-9H-purin-9-yl)-2-hydroxy-2-oxidotetrahydro-4H-furo[3,2-d][1,3,2]dioxaphosphinin-7-yl butyrate CCCC(=O)NC1=C2C(=NC=N1)N(C=N2)[C@H]3[C@@H]([C@H]4[C@@H](O3)COP(=O)(O4)O)OC(=O)CCC